N,N'-diphenyl-N,N'-bis-[4-(N,N-diphenylamino)phenyl]Benzidine alpha-bromomalonate BrC(C(=O)O)C(=O)O.C1(=CC=CC=C1)N(C1=CC=C(C=C1)C1=CC=C(N(C2=CC=C(C=C2)N(C2=CC=CC=C2)C2=CC=CC=C2)C2=CC=CC=C2)C=C1)C1=CC=C(C=C1)N(C1=CC=CC=C1)C1=CC=CC=C1